tert-butyl 4-((3aR,4R,6R,6aS)-6-(4-amino-2-chloro-5-iodo-7H-pyrrolo[2,3-d]pyrimidin-7-yl)-2,2-dimethyltetrahydro-4H-cyclopenta[d][1,3]dioxol-4-yl)-3,6-dihydropyridine-1(2H)-carboxylate NC=1C2=C(N=C(N1)Cl)N(C=C2I)[C@@H]2C[C@@H]([C@@H]1[C@H]2OC(O1)(C)C)C=1CCN(CC1)C(=O)OC(C)(C)C